4-methoxy-3-[(7-[((R)-1-methoxypropan-2-yl)carbamoyl]-5-{[2-(trimethylsilyl)ethoxy]methyl}-5H-pyrrolo[2,3-b]pyrazin-2-yl)amino]piperidine-1-carboxylate COC1C(CN(CC1)C(=O)[O-])NC=1N=C2C(=NC1)N(C=C2C(N[C@@H](COC)C)=O)COCC[Si](C)(C)C